2-chloro-2'-(isopentyloxy)-[1,1'-biphenyl]-4-carboxylic acid ethyl ester C(C)OC(=O)C1=CC(=C(C=C1)C1=C(C=CC=C1)OCCC(C)C)Cl